magnesium (2S,3R)-p-methylsulfonylphenylserine CS(=O)(=O)C1=CC=C(C=C1)N[C@@H](CO)C(=O)O.[Mg]